(cis-3-((3-(trifluoromethyl)-1,2,4-oxadiazol-5-yl)methyl)cyclobutyl)carbamic acid tert-butyl ester C(C)(C)(C)OC(N[C@@H]1C[C@@H](C1)CC1=NC(=NO1)C(F)(F)F)=O